cyclobutyl (3-((1-((1R,3R)-3-aminocyclopentyl)-3-methyl-2-oxo-2,3-dihydro-1H-imidazo[4,5-c]pyridin-6-yl)amino)-5-(1-methyl-1H-pyrazol-4-yl)phenyl)carbamate N[C@H]1C[C@@H](CC1)N1C(N(C=2C=NC(=CC21)NC=2C=C(C=C(C2)C=2C=NN(C2)C)NC(OC2CCC2)=O)C)=O